2-({[(2-methylpropan-2-yl)oxy]carbonyl}amino)-5-oxo-5-(3,4,5-trifluorophenyl)pentanoic acid methyl ester COC(C(CCC(C1=CC(=C(C(=C1)F)F)F)=O)NC(=O)OC(C)(C)C)=O